BrC1=C(C=C(C(=C1Br)O)O)/C=C/C(=O)C1=CC(=CC(=C1)F)F (E)-3-(2,3-dibromo-4,5-dihydroxyphenyl)-1-(3,5-difluorophenyl)-2-propen-1-one